C(C)(C)(C)NC1=C(N=C2N1C=C(C=C2)CO)C=2C=CC(=C(C#N)C2)OCC(C)C 5-(3-(tert-butylamino)-6-(hydroxymethyl)imidazo[1,2-a]pyridin-2-yl)-2-isobutoxybenzonitrile